CC(C(=O)O)(C)N1C(N(C2=C(C1=O)C(=C(S2)C=2SC=CN2)C)C[C@H](OC(C)C)C2=CC=CC=C2)=O 2-methyl-2-[5-methyl-2,4-dioxo-1-[(2R)-2-phenyl-2-(prop-2-yloxy)ethyl]-6-(1,3-thiazol-2-yl)-1H,2H,3H,4H-thieno[2,3-d]pyrimidin-3-yl]propionic acid